N-(4-Bromo-3-methyl-2-nitrophenyl)-2,2,2-trifluoroacetamide BrC1=C(C(=C(C=C1)NC(C(F)(F)F)=O)[N+](=O)[O-])C